N-(3-chloro-5-(methylsulfonamido)phenyl)-4-(3-chloro-5-methoxypyridin-2-yl)-5-methylthiophene-2-carboxamide ClC=1C=C(C=C(C1)NS(=O)(=O)C)NC(=O)C=1SC(=C(C1)C1=NC=C(C=C1Cl)OC)C